(S)-1-(1-(4-((7-fluorobenzo[d]thiazol-6-yl)amino)-5-(((R)-1-methoxypropan-2-yl)oxy)quinazolin-7-yl)-1H-pyrazol-4-yl)ethan-1-ol FC1=C(C=CC=2N=CSC21)NC2=NC=NC1=CC(=CC(=C21)O[C@@H](COC)C)N2N=CC(=C2)[C@H](C)O